1-(4-([1,2,4]triazolo[4,3-b]pyridazin-6-yl)piperazin-1-yl)-2-(2-chloro-6-fluorophenyl)ethan-1-one N=1N=CN2N=C(C=CC21)N2CCN(CC2)C(CC2=C(C=CC=C2F)Cl)=O